Tert-butyl (6-(((3-((6-chloro-3-(methylcarbamoyl)pyridazin-4-yl)amino)-4-methoxy-5-(1-methyl-1H-1,2,4-triazol-3-yl)benzyl)oxy)methyl)pyridin-2-yl)carbamate ClC1=CC(=C(N=N1)C(NC)=O)NC=1C=C(COCC2=CC=CC(=N2)NC(OC(C)(C)C)=O)C=C(C1OC)C1=NN(C=N1)C